ClC1=CC=C2C(=C(NC2=C1)C(=O)N1CCC(CC1)C=1C=C2CN(C(C2=CC1)=O)C1C(NC(CC1)=O)=O)CN1CCN(CC1)C 3-(5-(1-(6-chloro-3-((4-methylpiperazin-1-yl)methyl)-1H-indole-2-carbonyl)piperidin-4-yl)-1-oxoisoindolin-2-yl)piperidine-2,6-dione